O=C1N(C(C=C1)=O)CCC(NCCOCCOCCOCCOCCOCCOCCOCCOCCC(=O)O)=O 31-(2,5-dioxo-2,5-dihydro-1H-pyrrol-1-yl)-29-oxo-4,7,10,13,16,19,22,25-octaoxa-28-azahentriacontan-1-oic acid